2-(2,2-DIMETHYL-3-OXO-2H-BENZO[B][1,4]THIAZIN-4(3H)-YL)-N-(5-(PYRIDIN-2-YL)-4H-1,2,4-TRIAZOL-3-YL)ACETAMIDE CC1(C(N(C2=C(S1)C=CC=C2)CC(=O)NC2=NN=C(N2)C2=NC=CC=C2)=O)C